3-((4-Chloro-2-methyl-2H-indazol-5-yl)thio)propanoic acid ethyl ester C(C)OC(CCSC1=C(C2=CN(N=C2C=C1)C)Cl)=O